O1-[(Z)-dec-4-enyl] hexanedioate C(CCCCC(=O)[O-])(=O)OCCC\C=C/CCCCC